N-((1R)-3-cyano-3-azabicyclo[3.1.0]hexan-1-yl)-4-(4-(phenylthio)pyridin-3-yl)benzamide C(#N)N1C[C@]2(CC2C1)NC(C1=CC=C(C=C1)C=1C=NC=CC1SC1=CC=CC=C1)=O